N=1N2C(=CC1[C@@H]1[C@H](CC1)C=1NC(C3=C(N1)N(N=C3C#N)[C@H](C)C=3C=NC(=CC3)C(F)(F)F)=O)CCC2 6-((1S,2S)-2-(5,6-dihydro-4H-pyrrolo[1,2-b]pyrazol-2-yl)cyclobutyl)-4-oxo-1-((R)-1-(6-(trifluoromethyl)pyridin-3-yl)ethyl)-4,5-dihydro-1H-pyrazolo[3,4-d]pyrimidine-3-carbonitrile